2-(methylsulfanyl)-4-(prop-1-en-2-yl)pyrimidine-5-carbonitrile CSC1=NC=C(C(=N1)C(=C)C)C#N